1-(4-(6-chloro-8-fluoro-7-(2-fluoro-6-hydroxyphenyl)-2-((6-methyl-pyridin-3-yl)methoxy)quinazolin-4-yl)piperazin-1-yl)prop-2-en-1-one ClC=1C=C2C(=NC(=NC2=C(C1C1=C(C=CC=C1O)F)F)OCC=1C=NC(=CC1)C)N1CCN(CC1)C(C=C)=O